OC1=CC=C(C=C1)NC(=O)[C@H]1[C@@H](C1)C1=CC=CC=C1 (trans)-N-(4-hydroxyphenyl)-2-phenylcyclopropanecarboxamide